CC1=CC=C(C=C1)S(=O)(=O)OCCC1=CC=C(C=C1)CN1C(=C(C2=CC(=CC=C12)OCC1=CC=CC=C1)F)C1=C(C=CC=C1)C 4-((5-(benzyloxy)-3-fluoro-2-(o-tolyl)-1H-indol-1-yl)methyl)phenethyl 4-methylbenzenesulfonate